Cl.N[C@@H]1[C@@H](CN(CC1)C1=CN=C2C(=N1)NC=C2C=2C=CC1=C(N(C(S1)=O)C)C2Cl)F 5-{3-[(3R,4S)-4-amino-3-fluoropiperidin-1-yl]-5H-pyrrolo[2,3-b]pyrazin-7-yl}-4-chloro-3-methyl-2,3-dihydro-1,3-benzothiazol-2-one, hydrochloride